3-(1-oxo-4-(5-(4-(8-(4,4,5,5-tetramethyl-1,3,2-dioxaborolan-2-yl)isoquinolin-3-yl)phenoxy)pent-1-yn-1-yl)isoindolin-2-yl)-1-((2-(trimethylsilyl)ethoxy)methyl)piperidine-2,6-dione O=C1N(CC2=C(C=CC=C12)C#CCCCOC1=CC=C(C=C1)C=1N=CC2=C(C=CC=C2C1)B1OC(C(O1)(C)C)(C)C)C1C(N(C(CC1)=O)COCC[Si](C)(C)C)=O